2-Chloro-4-fluoro-3,5-dinitrobenzoic acid ClC1=C(C(=O)O)C=C(C(=C1[N+](=O)[O-])F)[N+](=O)[O-]